ClC1=NN(C=C1C1=NC=CC(=N1)NC=1N=CC2=C(C=CC(=C2C1)C(C)C)N1[C@@H]([C@H](C1)CS(=O)(=O)C)C)C1CC(C1)O (1r,3r)-3-(3-Chloro-4-(4-((5-isopropyl-8-((2R,3S)-2-methyl-3-((methanesulfonyl)methyl)azetidin-1-yl)isoquinolin-3-yl)amino)pyrimidin-2-yl)-1H-pyrazol-1-yl)cyclobutan-1-ol